6-(2,4-dichlorophenyl)-N-(2-fluorophenyl)-8,9-dihydroimidazo[1',2':1,6]pyrido[2,3-d]pyrimidin-2-amine ClC1=C(C=CC(=C1)Cl)C1=CC2=C(N=C(N=C2)NC2=C(C=CC=C2)F)N2C1=NCC2